FC1=C2C(=NC3=NN=CN3C2=CN=C1)N(C)C1=CC(=CC(=C1)C#CC1(CC1)C)F 10-fluoro-N-[3-fluoro-5-[2-(1-methylcyclopropyl)ethynyl]phenyl]-N-methyl-2,4,5,7,12-pentazatricyclo[7.4.0.02,6]trideca-1(13),3,5,7,9,11-hexaen-8-amine